C(C1=CC=CC=C1)OC(NCCCC[C@@H](CN(S(=O)(=O)C=1SC=CC1)CC=1SC=CC1)NC(=O)OC(C)(C)C)=O benzyl{(5S)-5-[(tert-butoxycarbonyl)amino]-6-[(2-thienylmethyl) (2-thienylsulfonyl)amino]hexyl}carbamate